Cl.C(C)(C)O[C@@H]1C[C@H](NC1)C(=O)OC methyl (2s,4r)-4-isopropoxy-pyrrolidine-2-carboxylate hydrochloride